CCC1C(O1)C/C=C\\C/C=C\\C/C=C\\C/C=C\\CCCCCC(=O)O The molecule is a epoxydocosatetraenoic acid obtained by formal epoxidation across the 19,20-double bond of (7Z,10Z,13Z,16Z,19Z)-docosapentaenoic acid. It has a role as a human xenobiotic metabolite. It derives from a (7Z,10Z,13Z,16Z,19Z)-docosapentaenoic acid. It is a conjugate acid of a (7Z,10Z,13Z,16Z)-19,20-epoxydocosatetraenoate.